(R)-6-(benzyloxy)-2,5,7,8-tetramethyl-2-(9,9,9-trifluorononyl)chromane C(C1=CC=CC=C1)OC=1C(=C2CC[C@](OC2=C(C1C)C)(CCCCCCCCC(F)(F)F)C)C